C(=O)O.C(#N)C1=C(C=C(C=C1)C1=CC(=NC=C1C1=CC(=C(C=C1)OC)O)N1CCC(CC1)NCC1=CC=C(C=C1)/C=C/C(=O)NO)F (E)-3-(4-{[(1-(4-(4-cyano-3-fluorophenyl)-5-(3-hydroxy-4-methoxyphenyl)pyridin-2-yl)piperidin-4-yl)amino]methyl}phenyl)-N-hydroxyprop-2-enamide formate